N-(2-furyl)benzothiazolium O1C(=CC=C1)[N+]1=CSC2=C1C=CC=C2